C(=O)(O)C1C(C2C=CC1C2)C(=O)OC=2C1=CC=CC=C1C=C1C=CC=CC21 9-[2-carboxy(3,6-methano-4-cyclohexenyl)]carbonyloxyanthracene